(5Z)-5-(1H-Benzimidazol-5-ylmethylene)-2-[(3-fluoro-1-adamantyl)amino]-3-methyl-imidazol-4-one N1C=NC2=C1C=CC(=C2)\C=C/2\C(N(C(=N2)NC21CC3(CC(CC(C2)C3)C1)F)C)=O